(S)-2-(4-(6-(3,5-dimethylisoxazol-4-yl)-4-(3-phenylmorpholino)quinazoline-2-yl)piperazin-1-yl)-N,N-dimethylethylamine CC1=NOC(=C1C=1C=C2C(=NC(=NC2=CC1)N1CCN(CC1)CCN(C)C)N1[C@H](COCC1)C1=CC=CC=C1)C